C(C)(C)(C)OC(=O)N1C(C2(CC1)CNCC2)C2=NC=NC=C2OC2=C(C=C(C=C2)F)CCC(=O)OC (5-(4-fluoro-2-(3-methoxy-3-oxopropyl)phenoxy)pyrimidin-4-yl)-2,7-diazaspiro[4.4]nonane-2-carboxylic acid tert-butyl ester